tert-butyl (R)-6-(N-ethyl-N-(2,2,2-trifluoro-1-(4-fluorophenyl)ethyl)sulfamoyl)-1H-indazole-1-carboxylate C(C)N(S(=O)(=O)C1=CC=C2C=NN(C2=C1)C(=O)OC(C)(C)C)[C@@H](C(F)(F)F)C1=CC=C(C=C1)F